C(CCCC)C1(CCCCC1)C(=O)OC1=CC=C(C=C1)C#N p-cyanophenol pentylcyclohexylformate